C(C1=CC=CC=C1)OC1=C(C(=C(C(=O)OC2=C(C(=C(C(=C2C)C)C(=O)OCOC)C)C)C(=C1C)OS(=O)(=O)C(F)(F)F)C)F 4-((methoxymethoxy)carbonyl)-2,3,5,6-tetramethylphenyl 4-(benzyloxy)-3-fluoro-2,5-dimethyl-6-(((trifluoromethyl)sulfonyl)oxy)benzoate